2-methyl-1-butanylindole CC=1N(C2=CC=CC=C2C1)CCCC